ClC1=C2C(=C(N1C)C(NC1=CC(=C(C=C1)F)Cl)=O)CCC2NC(OCC2=NNN=C2)=O (2H-1,2,3-triazol-4-yl)methyl (3-chloro-1-((3-chloro-4-fluorophenyl)carbamoyl)-2-methyl-2,4,5,6-tetrahydrocyclopenta[c]pyrrol-4-yl)carbamate